(2-(Piperazin-1-yl)phenyl)amine N1(CCNCC1)C1=C(C=CC=C1)N